1,3-diiodobicyclo[1.1.1]pentane IC12CC(C1)(C2)I